C(C)(C)(C)[Si](I)(C)C Tertiary butyl-dimethyl-iodosilane